Methyl {7-cyano-2-[4-(4-fluorophenyl)-1-piperazinyl]-3-[3-(trifluoromethyl)phenyl]-3,4-dihydro-4-quinazolinyl}acetate C(#N)C1=CC=C2C(N(C(=NC2=C1)N1CCN(CC1)C1=CC=C(C=C1)F)C1=CC(=CC=C1)C(F)(F)F)CC(=O)OC